1-methylamino-1-aminomethylcyclopentane CNC1(CCCC1)CN